1-(6-(4-(2-chloro-6-hydroxyphenyl)-3-methyl-7-(1-methyl-1H-pyrazol-5-yl)-2-quinolinyl)-2,6-diazaspiro[3.4]octan-2-yl)-2-propen-1-one ClC1=C(C(=CC=C1)O)C1=C(C(=NC2=CC(=CC=C12)C1=CC=NN1C)N1CC2(CN(C2)C(C=C)=O)CC1)C